N-(2,3,5,6-tetrafluoro-4-(trifluoromethyl)phenyl)pentanamide FC1=C(C(=C(C(=C1F)C(F)(F)F)F)F)NC(CCCC)=O